C(C)(C)(C)C1(N=C(C2=CC=C(C=C2C1)CCC(=O)OCC)C)C tert-butyl-6-(3-ethoxy-3-oxopropyl)-1,3-dimethyl-3,4-dihydroisoquinoline